(36e)-((R)-4-chloro-1-methyl-N-(1-methylpiperidin-3-yl)-1H-imidazo[4,5-d]Pyridazin-7-amine) ClC1=C2C(=C(N=N1)N[C@H]1CN(CCC1)C)N(C=N2)C